N1(CCC1)C1=NC2=C(C=CC=C2C=C1)NS(=O)(=O)C1=NC=CC=C1C N-(2-(azetidin-1-yl)-quinolin-8-yl)-3-meth-ylpyridine-2-sulfonamide